C(C)(C)(C)C=1C=CC(=C(C1)NC(=O)C=1N=NN(C1C)C1=C(C=CC(=C1)OC)OC)O[C@@H](CC)CCC (S)-N-(5-(tert-butyl)-2-(hexan-3-yloxy)phenyl)-1-(2,5-dimethoxyphenyl)-5-methyl-1H-1,2,3-triazole-4-carboxamide